6-(1H-imidazol-1-yl)-N-((1r,4r)-4-methoxycyclohexyl)-4-methylpicolinamide N1(C=NC=C1)C1=CC(=CC(=N1)C(=O)NC1CCC(CC1)OC)C